hexadecan-1,16-diol dimethacrylate C(C(=C)C)(=O)OCCCCCCCCCCCCCCCCOC(C(=C)C)=O